BrC=1N=C(C=2N(C(C(=C(N2)C)C)=O)C1)SC 7-bromo-2,3-dimethyl-9-(methylthio)-4H-pyrazino[1,2-a]pyrimidin-4-one